FC1=CC(=C(S1)C1=CC=C(C(=N1)C)O[C@@H]1C[C@H](CCC1)C(=O)O)CNC1=NC=CC(=N1)C(C)C (1S,3S)-3-((6-(5-Fluoro-3-(((4-isopropylpyrimidin-2-yl)amino)methyl)thiophen-2-yl)-2-methylpyridine-3-yl)oxy)cyclohexanecarboxylic acid